[Na].NCC1=C(C=CC(=C1)CN)S(=O)(=O)O 2,4-diaminomethyl-benzenesulfonic acid sodium